pyridine-Imine Iron (II) [Fe+2].N1C(C=CC=C1)=N